FC(C)(F)C1=CC=CC(=N1)C(=O)O 6-(1,1-difluoroethyl)picolinic acid